acetylhydrazocoumarin C(C)(=O)C1=C(C(OC2=CC=CC=C12)=O)NNC=1C(OC2=CC=CC=C2C1)=O